S1C(=NC=C1)C=1C(C(C2=CC=CC=C2C1)O)=[N+]=[N-] THIAZOLYLDIAZONAPHThOL